((S)-1-(4-fluorophenyl)-3,4-dihydroisoquinolin-2(1H)-yl)((3R,5R)-1,6-dioxaspiro[2.5]octan-5-yl)methanone FC1=CC=C(C=C1)[C@@H]1N(CCC2=CC=CC=C12)C(=O)[C@H]1C[C@@]2(CO2)CCO1